NC=1SC(=CN1)C(=O)NC1=C(C=C(C(=C1)C(NC=1SC(=NN1)C)=O)F)C 2-Amino-N-[4-fluoro-2-methyl-5-[(5-methyl-1,3,4-thiadiazol-2-yl)carbamoyl]phenyl]-1,3-thiazole-5-carboxamide